4,4-difluoro-2-(2-fluorophenyl)-1-phenylbutan-1-one FC(CC(C(=O)C1=CC=CC=C1)C1=C(C=CC=C1)F)F